C1=NC=CC2=CC=CC=C12 (RS)-Isochinolin